COC(=O)CC(=C)C(=O)O β-methyl itaconate